7-methyl-1-octyl anthranilate (7-methyloctyl 2-aminobenzoate) CC(CCCCCCC=1C(=C(C(=O)O)C=CC1)N)C.C(C=1C(N)=CC=CC1)(=O)OCCCCCCC(C)C